8-(7H-pyrrolo[2,3-d]pyrimidin-4-yl)-2,8-diazaspiro[4.5]decane N1=CN=C(C2=C1NC=C2)N2CCC1(CCNC1)CC2